O=C1NC(CCC1N1CC2=CC=C(C=C2C1=O)CNC(OC(CC1CC1)C1CC2(C1)CCC2)=O)=O 2-cyclopropyl-1-(spiro[3.3]heptan-2-yl)ethyl ((2-(2,6-dioxopiperidin-3-yl)-3-oxoisoindolin-5-yl)methyl)carbamate